N-(4-carbamimidoylbenzyl)-1-(4-(2-(methylamino)-2-oxoethyl)benzyl)-1H-pyrazole-4-carboxamide C(N)(=N)C1=CC=C(CNC(=O)C=2C=NN(C2)CC2=CC=C(C=C2)CC(=O)NC)C=C1